1,1,3,5,5-pentamethyltrisiloxane C[SiH](O[SiH](O[SiH](C)C)C)C